6-(3-Methoxyprop-1-yn-1-yl)pyridin COCC#CC1=CC=CC=N1